BrCC(=O)C1=C(C=C(C=C1C)C(F)(F)F)C 2-bromo-1-(2,6-dimethyl-4-(trifluoromethyl)phenyl)ethan-1-one